2,3-dihydroxypropan-1-yl behenate C(CCCCCCCCCCCCCCCCCCCCC)(=O)OCC(CO)O